IC1=CC=C(C=C1)C1N(CCC(C1)N1C(NC2=C1C=CC(=C2)F)=O)C(=O)N (4-iodophenyl)-4-(5-fluoro-2-oxo-2,3-dihydro-1H-1,3-benzodiazol-1-yl)piperidine-1-carboxamide